Cl.ClC1=C(C=C(C=C1)F)[C@@H]1N(CCC1)C1=NN2C(N=CC=C2)=C1C1NC(CN(C1)C(=O)N)C 5-((R)-(2-(2-chloro-5-fluorophenyl)pyrrolidin-1-yl)pyrazolo[1,5-a]pyrimidin-3-yl)-3-methylpiperazine-1-carboxamide hydrochloride